3-ISOCYANO-4-(METHYLTHIO)BENZOTRIFLUORIDE [N+](#[C-])C=1C=C(C=CC1SC)C(F)(F)F